C(C)(C)N1N=CC=2C=NC(=CC21)NC2=NC=C(C(=N2)N2CCNCC2)C(=O)OCC ethyl 2-((1-isopropyl-1H-pyrazolo[4,3-c]pyridin-6-yl)amino)-4-(piperazin-1-yl)pyrimidine-5-carboxylate